2-[1-(cyclopropylmethyl)-1H-pyrrolo[2,3-b]pyridin-2-yl]-1-methyl-1H-1,3-benzodiazole-5-carboxylic acid C1(CC1)CN1C(=CC=2C1=NC=CC2)C2=NC1=C(N2C)C=CC(=C1)C(=O)O